4-[(1S)-2-(tert-butoxycarbonylamino)-1-methyl-ethoxy]-4-oxo-butanoic acid C(C)(C)(C)OC(=O)NC[C@@H](OC(CCC(=O)O)=O)C